7-methyl-3-[1-(2,2,3,3,3-pentafluoropropyl)-1H-pyrazol-4-yl]-2-(trifluoromethyl)-4H-pyrimido[1,2-b]pyridazin-4-one CC=1C=CC=2N(N1)C(C(=C(N2)C(F)(F)F)C=2C=NN(C2)CC(C(F)(F)F)(F)F)=O